8-{3-[(ethanesulfonyl)methyl]azetidin-1-yl}-N-{2-[(3S,4R)-3-fluoro-4-methoxy-piperidin-1-yl]pyrimidin-4-yl}-5-(propan-2-yl)isoquinolin-3-amine C(C)S(=O)(=O)CC1CN(C1)C=1C=CC(=C2C=C(N=CC12)NC1=NC(=NC=C1)N1C[C@@H]([C@@H](CC1)OC)F)C(C)C